5-(bicyclo[1.1.1]pentan-1-yl)-7-bromo-8-methoxy-3-(4,4,4-trifluorobutyl)-2,3,4,5-tetrahydrobenzo[f][1,2,5]thiadiazepine 1,1-dioxide C12(CC(C1)C2)N2CC(NS(C1=C2C=C(C(=C1)OC)Br)(=O)=O)CCCC(F)(F)F